C1(=CC=CC=C1)C(C)[N-]C(C)C1=CC=CC=C1 bis-(1-phenylethyl)-amide